4-Methylbenzenesulfonic acid (S)-3,3,3-trifluoro-2-hydroxy-2-methylpropyl ester FC([C@@](COS(=O)(=O)C1=CC=C(C=C1)C)(C)O)(F)F